NC1=NC2=CC=C(C=C2C=C1C)C(=O)N(CC1=NC=C(C=C1)C(F)(F)F)CC1=C(C=CC=C1)N1N=CC=C1 2-amino-3-methyl-N-(2-(1H-pyrazol-1-yl)benzyl)-N-((5-(trifluoromethyl)-2-pyridinyl)methyl)-6-quinolinecarboxamide